4-[[[5-fluoro-6-[methyl-[(4-pyrazol-1-ylphenyl)methyl]amino]pyrimidin-4-yl]amino]methyl]benzenesulfonamide FC=1C(=NC=NC1N(CC1=CC=C(C=C1)N1N=CC=C1)C)NCC1=CC=C(C=C1)S(=O)(=O)N